6-(2-(4-(2-chloro-6-methylpyrimidin-4-yl)-1H-pyrazol-1-yl)-3-nitrophenyl)-6-azaspiro[2.5]octane ClC1=NC(=CC(=N1)C=1C=NN(C1)C1=C(C=CC=C1[N+](=O)[O-])N1CCC2(CC2)CC1)C